1-chloro-4-(trifluoromethoxy)benzene Copper-Chromium-Zirconium [Zr].[Cr].[Cu].ClC1=CC=C(C=C1)OC(F)(F)F